N-octadecyl-N-decyl-tolylammonium [tetrakis(perfluorophenyl)borate] FC1=C(C(=C(C(=C1F)F)F)F)[B-](C1=C(C(=C(C(=C1F)F)F)F)F)(C1=C(C(=C(C(=C1F)F)F)F)F)C1=C(C(=C(C(=C1F)F)F)F)F.C(CCCCCCCCCCCCCCCCC)[NH+](CCCCCCCCCC)C1=C(C=CC=C1)C